C(C)(C)(C)OC(=O)N1[C@H](CC2(CC2)CC1)C(=O)OC methyl (R)-6-tert-butoxycarbonyl-6-azaspiro[2.5]octane-5-carboxylate